ClC=1C=C(C=NC1N1N=CC(=C1)CO)NC(=O)C=1C=NN(C1C(F)(F)F)C1=C2C=CC=NC2=CC=C1 N-(5-chloro-6-(4-(hydroxymethyl)-1H-pyrazol-1-yl)pyridin-3-yl)-1-(quinolin-5-yl)-5-(trifluoromethyl)-1H-pyrazole-4-carboxamide